bromo-6-fluoroquinolin-2-amine BrC=1C(=NC2=CC=C(C=C2C1)F)N